4-(benzyloxy)-6,6-difluoro-7,8-dihydroquinolin-5(6H)-one C(C1=CC=CC=C1)OC1=CC=NC=2CCC(C(C12)=O)(F)F